COC=1C=C(C=CC1)C1=NN2C(=NC=3C=CC=CC3C2=N1)N[C@@H](CO)C(=O)N N2-[2-(3-methoxyphenyl)[1,2,4]triazolo[1,5-c]quinazolin-5-yl]-L-serinamide